dimethyl(4''-(3,5,6-triphenylpyrazin-2-yl)-[1,1':4',1''-terphenyl]-4-yl)phosphine oxide CP(C1=CC=C(C=C1)C1=CC=C(C=C1)C1=CC=C(C=C1)C1=NC(=C(N=C1C1=CC=CC=C1)C1=CC=CC=C1)C1=CC=CC=C1)(C)=O